itaconic acid, monoglycidyl ester C(C(=C)CC(=O)[O-])(=O)OCC1CO1